CNC(C1=CC(=CC=C1)CN1C(C2=CC=C(C=C2C=C1)C1=CN=NN1C)=O)=O N-Methyl-3-((6-(1-methyl-1H-1,2,3-triazol-5-yl)-1-oxoisoquinolin-2(1H)-yl)methyl)benzamide